COC1=CC(=C(C=C1C2=COC3=C(C2=O)C=CC(=C3)O)OC)OC The molecule is a hydroxyisoflavone that is isoflavone substituted by a hydroxy group at position 7 and methoxy groups at the 2', 4' and 5' positions. It has a role as a plant metabolite. It is a hydroxyisoflavone and a member of 4'-methoxyisoflavones. It derives from an isoflavone.